ClC1=C(C=C2C(=NC=NC2=C1)N1CCNCC1)C=1C=C(C(=NC1)OC)CNS(=O)=O N-(5-(7-Chloro-4-(piperazin-1-yl)quinazolin-6-yl)-2-methoxypyridin-3-yl)methylsulfonamide